BrC1=C(C(=O)N(C[C@H](COCC2=CC=C(C=C2)OC)C)C2=CCC3(OCCO3)CC2)C=C(C=C1)Cl 2-bromo-5-chloro-N-(1,4-dioxaspiro[4.5]dec-7-en-8-yl)-N-{(2R)-3-[(4-methoxyphenyl)methoxy]-2-methylpropyl}benzamide